[N+](=O)([O-])C1=CC=C(OCCOCCOCCNC(CCC2=NC3=C(N2)C(=CC=C3)C(=O)OC)=O)C=C1 methyl 2-(3-((2-(2-(2-(4-nitrophenoxy)ethoxy)ethoxy)ethyl)amino)-3-oxopropyl)-1H-benzo[d]imidazole-7-carboxylate